4,4,4-Trifluoro-3-(4-propoxyphenyl)butanoic acid FC(C(CC(=O)O)C1=CC=C(C=C1)OCCC)(F)F